tert-butyl (5-bromoisoquinolin-3-yl)(tert-butoxycarbonyl)carbamate BrC1=C2C=C(N=CC2=CC=C1)N(C(OC(C)(C)C)=O)C(=O)OC(C)(C)C